CC=1C(=NC(=NC1)NC1=CC=NN1C)C=1N=C(OC1)C(=O)NC(C)(C)C=1C=C(C=CC1)C 4-(5-methyl-2-((1-methyl-1H-pyrazol-5-yl)amino)pyrimidin-4-yl)-N-(2-(m-tolyl)propan-2-yl)oxazole-2-carboxamide